C1(=CC=CC=C1)C1=NC(=CC(=C1)C1=CC(=CC=C1)F)C(F)(F)F 2-phenyl-4-(3-fluorophenyl)-6-(trifluoromethyl)pyridine